CC(C[C@@H](C(N[C@@H](C[C@H]1C(NCC1)=O)C(COC(F)(F)F)=O)=O)NC(=O)C1=CC=2C(=CN=CC2)N1)C N-((S)-4-methyl-1-oxo-1-(((S)-3-oxo-1-((S)-2-oxopyrrolidin-3-yl)-4-(trifluoromethoxy)butan-2-yl)amino)pentan-2-yl)-1H-pyrrolo[2,3-c]pyridine-2-carboxamide